COC1=CC2=C(OC(=C2)C(=O)C2=CC3=C(O2)C=CC(=C3)OC)C=C1 Bis(5-methoxybenzo[b]furan-2-yl)methanone